[5-[5-[4-chloro-3-[(1-cyanocyclopropyl)-methyl-carbamoyl]phenyl]isoxazol-3-yl]-1-methyl-4-(trifluoromethyl)pyrazol-3-yl]1,1,2,2,3,3,4,4,4-nonafluorobutane-1-sulfonate ClC1=C(C=C(C=C1)C1=CC(=NO1)C1=C(C(=NN1C)OS(=O)(=O)C(C(C(C(F)(F)F)(F)F)(F)F)(F)F)C(F)(F)F)C(N(C)C1(CC1)C#N)=O